C(C)OC1=CC(=C(C(=O)N2C[C@H](N(CC2)C=2C(=NC(=CC2)C2=C(C=CC=C2)OCC)CNS(=O)(=O)C2=C(C=CC=C2)[N+](=O)[O-])CC)C=C1)C(F)(F)F (R)-N-((3-(4-(4-ethoxy-2-(trifluoromethyl)benzoyl)-2-ethylpiperazin-1-yl)-6-(2-ethoxyphenyl)pyridin-2-yl)methyl)-2-nitrobenzenesulfonamide